5-chloro-2-(5-fluoro-2-methoxypyridin-3-yl)-1-(methyl-d3)-1H-pyrrolo[2,3-c]pyridine ClC=1C=C2C(=CN1)N(C(=C2)C=2C(=NC=C(C2)F)OC)C([2H])([2H])[2H]